C(C1=CC=CC=C1)N1CC2=CC=NC=C2C(C1)O 2-Benzyl-3,4-dihydro-1H-2,6-naphthyridin-4-ol